tert-Butyl (2-(cyclopentylamino)ethyl)carbamate C1(CCCC1)NCCNC(OC(C)(C)C)=O